ClC1=C2C=NN(C2=CC=C1NC1=NN(C=C1C)C1=CC2=C(N(CCO2)CC(=O)OC)C=C1)C1OCCCC1 methyl 2-[7-[3-[(4-chloro-1-tetrahydropyran-2-yl-indazol-5-yl)amino]-4-methyl-pyrazol-1-yl]-2,3-dihydro-1,4-benzoxazin-4-yl]acetate